(R)-8-bromo-3-(tert-butyl)-7-chloro-2-methyl-2,3,4,5-tetrahydrobenzo[f][1,2,5]thiadiazepine 1,1-dioxide BrC1=CC2=C(NC[C@H](N(S2(=O)=O)C)C(C)(C)C)C=C1Cl